((1S)-2,2-difluoro-dihydro-1'H,3'H-spiro[cyclopropane-1,2'-pyrrolizine]-7a'(5'H)-yl)methanol FC1(C[C@]12CC1(CCCN1C2)CO)F